C(C)OC(CCCCCCCC)=O Ethylpelargonat